pentaethylene glycol methylheptyl ether CC(CCCCCC)OCCOCCOCCOCCOCCO